COCC1=CC2=C(N=CNC2=O)S1 6-(Methoxymethyl)thieno[2,3-d]pyrimidin-4(3H)-one